3-[[4-[4-Chloro-2-(5-fluoro-2-pyridyl)-1H-imidazol-5-yl]-5-methyl-3,6-dihydro-2H-pyridin-1-yl]sulfonyl]-N-cyclopropyl-propanamide ClC=1N=C(NC1C=1CCN(CC1C)S(=O)(=O)CCC(=O)NC1CC1)C1=NC=C(C=C1)F